3-(4-Chloro-3,5-dimethyl-pyrazol-1-yl)-N-(2,3-dihydro-1,4-benzodioxin-6-yl)-N-methyl-benzamide ClC=1C(=NN(C1C)C=1C=C(C(=O)N(C)C2=CC3=C(OCCO3)C=C2)C=CC1)C